2,6-dimethyl-4-fluorophenylboronic acid CC1=C(C(=CC(=C1)F)C)B(O)O